N-[4-(1-methyl-2-oxo-6-{4-[4-(propan-2-yl)piperazin-1-yl]phenyl}-1,2-dihydroquinolin-3-yl)phenyl]acetamide CN1C(C(=CC2=CC(=CC=C12)C1=CC=C(C=C1)N1CCN(CC1)C(C)C)C1=CC=C(C=C1)NC(C)=O)=O